[TeH-].[Na+] sodium hydrotelluride